Butane-1,3-diyl bis(3-oxobutanoate) O=C(CC(=O)OCCC(C)OC(CC(C)=O)=O)C